(Z)-1-(4-amino-2-fluorobut-2-en-1-yl)-4-(3-(N,N-diethylsulfamoyl)phenyl)-1H-benzo[d]imidazole-6-carboxylic acid methyl ester COC(=O)C=1C=C(C2=C(N(C=N2)C/C(=C/CN)/F)C1)C1=CC(=CC=C1)S(N(CC)CC)(=O)=O